4-((1-(1-(tert-Butoxycarbonyl)pyrrolidin-3-yl)methyl)piperazin-1-yl)piperidine-1-carboxylic acid benzyl ester C(C1=CC=CC=C1)OC(=O)N1CCC(CC1)N1C(CNCC1)CC1CN(CC1)C(=O)OC(C)(C)C